2-[8-(2-chlorophenyl)-7-(4-chlorophenyl)-3-[(1,1-dioxo-1λ6-thian-4-yl)methyl]-2,6-dioxopurin-1-yl]acetamide ClC1=C(C=CC=C1)C1=NC=2N(C(N(C(C2N1C1=CC=C(C=C1)Cl)=O)CC(=O)N)=O)CC1CCS(CC1)(=O)=O